BrC=C(CC)Br 1,2-dibromobutene